FC(C(C(F)(F)F)(C(F)(F)F)[Cs])(F)F perfluoro-tert-butylcesium